1-(2,2-diethoxyethyl)-5-[1-(4-nitropyrazol-1-yl)ethyl]triazole C(C)OC(CN1N=NC=C1C(C)N1N=CC(=C1)[N+](=O)[O-])OCC